4-[({(1R,2R)-2-[4-(1H-Pyrazol-5-yl)benzoyl]cyclohexyl}carbonyl)amino]-1H-pyrazole-5-carboxamide N1N=CC=C1C1=CC=C(C(=O)[C@H]2[C@@H](CCCC2)C(=O)NC=2C=NNC2C(=O)N)C=C1